COC1=CC=C2C=CC(C=3C=C(C(=C1C32)C3=CC=CC=C3)C=O)=O 6-methoxy-1-oxo-7-phenyl-1H-phenalene-8-carbaldehyde